DIPROPYLENE GLYCOL MONOMETHYL ETHER COC(C)COC(C)CO